3-(4,6-difluoro-5-(1-(2-hydroxy-4-(trifluoromethyl)benzyl)piperidin-4-yl)-1-oxoisoindolin-2-yl)piperidine-2,6-dione FC1=C2CN(C(C2=CC(=C1C1CCN(CC1)CC1=C(C=C(C=C1)C(F)(F)F)O)F)=O)C1C(NC(CC1)=O)=O